BrCC(=O)C1CCOCC1 2-bromo-1-tetrahydropyran-4-ylethanone